C(C)O[C@H]1CC[C@@H](C2=CC=CC=C12)NCC[C@]1(CCOC2(CCCC2)C1)C1=NC=CC=C1 (1S,4S)-4-ethoxy-N-(2-((R)-9-(pyridine-2-yl)-6-oxaspiro[4.5]decane-9-yl)ethyl)-1,2,3,4-tetrahydronaphthalene-1-amine